C(C)(=O)OCC1=C(C(=CC=C1)C(F)(F)F)F (2-fluoro-3-trifluoromethylbenzyl) acetate